(R)-N-(6-(3-(2-Ethoxyphenoxy)piperidin-1-yl)pyrazin-2-yl)benzo[d]oxazol-2-amin C(C)OC1=C(O[C@H]2CN(CCC2)C2=CN=CC(=N2)NC=2OC3=C(N2)C=CC=C3)C=CC=C1